P(=O)(OC(CCl)C)(OC(CCl)C)OC(CCl)C tris-(1-chloro-2-propyl) phosphate